5-(trifluoromethyl)Cytosine FC(C=1C(=NC(NC1)=O)N)(F)F